(R)-N-(1-(2-(3,3-difluoropyrrolidin-1-yl)-3,6-dimethyl-4-oxo-3,4-dihydroquinazolin-8-yl)ethyl)-2-methylpropane-2-sulfinamide FC1(CN(CC1)C1=NC2=C(C=C(C=C2C(N1C)=O)C)C(C)N[S@](=O)C(C)(C)C)F